1,5-Dimethyl-3-(4-(tert-butylthio)phenyl)-pyrazol-4-ol CN1N=C(C(=C1C)O)C1=CC=C(C=C1)SC(C)(C)C